4-(5-methyl-1,3,4-oxadiazol-2-yl)-phenylboronic acid CC1=NN=C(O1)C1=CC=C(C=C1)B(O)O